(S)- or (R)-4-[(2-{5-[3-chloro-6-(difluoromethoxy)-2-fluorophenyl]-1-oxidopyridin-2-yl}-3-cyclobutylpropanoyl)amino]benzoic acid ClC=1C(=C(C(=CC1)OC(F)F)C=1C=CC(=[N+](C1)[O-])[C@@H](C(=O)NC1=CC=C(C(=O)O)C=C1)CC1CCC1)F |o1:18|